(4S)-3-[(3S)-4-cyclobutyl-3-phenylbutyryl]-4-phenyl-1,3-oxazolidin-2-one C1(CCC1)C[C@@H](CC(=O)N1C(OC[C@@H]1C1=CC=CC=C1)=O)C1=CC=CC=C1